6-((S)-2-(2-Chlorophenyl)pyrrolidin-1-yl)-4-methoxy-N-((R,E)-4-(methylsulfonyl)but-3-en-2-yl)nicotinamide ClC1=C(C=CC=C1)[C@H]1N(CCC1)C1=NC=C(C(=O)N[C@H](C)\C=C\S(=O)(=O)C)C(=C1)OC